ethyl nitronate [N+](OCC)([O-])=C